4-(3-amino-propylamino)-4-tetradecyl-carbamoyl-butylcarbamic acid NCCCNC(CCCN(C(O)=O)C(N)=O)CCCCCCCCCCCCCC